ClC1=CC2=C(N=C(S2)C23CC(C2)(C3)NC(=O)C=3OC(=NN3)C3(CC3)S(=O)(=O)C)C=C1 N-[3-(6-chloro-1,3-benzothiazol-2-yl)-1-bicyclo[1.1.1]pentanyl]-5-(1-methylsulfonylcyclopropyl)-1,3,4-oxadiazole-2-carboxamide